C(=O)[O-].C(=O)(O)C[N+](C)(CCCCCN1C(C2=CC=CC=C2C1=O)=O)CCCCCNC(C1=C(C=C(C=C1)NC=1C=2N(C=CN1)C(=CN2)C2=C(C(=C(C=C2)OC)F)F)CC)=O carboxymethyl-[5-[[4-[[3-(2,3-difluoro-4-methoxy-phenyl)imidazo[1,2-a]pyrazin-8-yl]amino]-2-ethyl-benzoyl]amino]pentyl]-[5-(1,3-dioxoisoindolin-2-yl)pentyl]-methyl-ammonium formate